N-[4-(2-{2-[3-(3-tert-Butyl-phenyl)-ureido]-thiazol-5-yl}-ethyl)-pyridin-2-yl]-acetamide C(C)(C)(C)C=1C=C(C=CC1)NC(NC=1SC(=CN1)CCC1=CC(=NC=C1)NC(C)=O)=O